6-isopropyl-5-(1-methyl-1H-pyrrolo[2,3-b]pyridin-3-yl)-2-(piperidin-4-yl)-4H-pyrrolo[3,2-d]thiazole C(C)(C)C1=C(NC2=C1N=C(S2)C2CCNCC2)C2=CN(C1=NC=CC=C12)C